(4-bromothiazol-2-yl)((2S,5R)-3,6-diethoxy-5-isopropyl-2,5-dihydropyrazin-2-yl)methanol BrC=1N=C(SC1)C(O)[C@@H]1N=C([C@H](N=C1OCC)C(C)C)OCC